C1=CC=C(C=2OC3=C(C21)C=CC=C3)C3=C(C(=NC(=N3)C3=CN(C2=NC=C(C=C23)F)S(=O)(=O)C2=CC=C(C)C=C2)NC2C(C3CCC2CC3)C(=O)OC)F (+/-)-trans-methyl 3-((6-(dibenzo[b,d]furan-4-yl)-5-fluoro-2-(5-fluoro-1-tosyl-1H-pyrrolo[2,3-b]pyridin-3-yl)pyrimidin-4-yl)amino)bicyclo[2.2.2]octane-2-carboxylate